CN(C1=CC=C(C=C1)C1(OC(=O)C2=CC(=CC=C12)N(C)C)C1=CC=C(C=C1)N(C)C)C 3,3-bis-(p-dimethylaminophenyl)-6-dimethylaminophthalide